11,11-dimethyl-3-(2-nitrophenyl)-11H-benzo[b]fluorene CC1(C=2C=CC(=CC2C=2C=C3C(=CC12)C=CC=C3)C3=C(C=CC=C3)[N+](=O)[O-])C